1-bromo-4-propoxy-9H-thioxanthen-9-one BrC1=CC=C(C=2SC3=CC=CC=C3C(C12)=O)OCCC